C(CCC)C1=CC=C(C(=O)OC(C(CCCCCCCCCCCC)C)CCCCCCCCCC)C=C1 decyl-2-methyltetradecyl 4-butylbenzoate